BrC1=CC=C(C=C1)C#CC(=O)C1=C(C=O)C=CC=C1 2-(3-(4-bromophenyl)propynoyl)benzaldehyde